1'-{2-[(1,1-dioxo-3,4-dihydro-2H-1lambda6,2-benzothiazin-6-yl)oxy]ethyl}-2-oxo-1,2-dihydrospiro[indole-3,4'-piperidine]-5-carbonitrile O=S1(NCCC2=C1C=CC(=C2)OCCN2CCC1(CC2)C(NC2=CC=C(C=C21)C#N)=O)=O